FC(OC1=NC(=CC=C1NC(=O)C1(CN(C1)C(=O)NCC(C(=O)O)(C)C)C1=C(C=CC=C1)C(C)C)C)F 3-(3-((2-(difluoromethoxy)-6-methylpyridin-3-yl)carbamoyl)-3-(2-isopropylphenyl)azetidine-1-carboxamido)-2,2-dimethylpropionic acid